1,3-dibenzyloxy-2-propanone C(C1=CC=CC=C1)OCC(COCC1=CC=CC=C1)=O